Propionic acid, sodium salt [Na+].C(CC)(=O)[O-]